5-(2-(2-(4-Fluoro-2-methylphenoxy)-4-(trifluoromethyl)phenyl)-1H-imidazol-5-yl)pyridin-2(1H)-one FC1=CC(=C(OC2=C(C=CC(=C2)C(F)(F)F)C=2NC(=CN2)C=2C=CC(NC2)=O)C=C1)C